{(1R,2S,4R)-4-[(5-{[4-(3-fluorobenzyl)-2-thienyl]carbonyl}pyrimidin-4-yl)amino]-2-hydroxycyclopentyl}methyl sulfamate S(N)(OC[C@@H]1[C@H](C[C@@H](C1)NC1=NC=NC=C1C(=O)C=1SC=C(C1)CC1=CC(=CC=C1)F)O)(=O)=O